N[C@@H](C(=O)N1CCN(CC1)C1CCN(CC1)C)CC=1C=C2C=NNC2=C(C1)C (R)-2-Amino-3-(7-methyl-1H-indazol-5-yl)-1-(4-(1-methylpiperidin-4-yl)piperazin-1-yl)Propan-1-one